C1(=CC(=CC=C1)N(C1=CC=CC=C1)C(CC1(CCNCC1)C(=O)O)=O)C 4-[2-[N-(m-tolyl)anilino]-2-oxo-ethyl]piperidine-4-carboxylic acid